N,N-diethyl-1-[2-(1-phenyl-1H-pyrazol-4-yl)-1,3-thiazole-4-carbonyl]pyrrolidin-3-amine C(C)N(C1CN(CC1)C(=O)C=1N=C(SC1)C=1C=NN(C1)C1=CC=CC=C1)CC